FC=1C(=C(C=C(C1)C1=CN=C2N1C=C(N=C2NC)OCCOC2OCCCC2)NS(=O)(=O)C=2C=NN(C2)C)OC N-(3-fluoro-2-methoxy-5-(8-(methylamino)-6-(2-((tetrahydro-2H-pyran-2-yl)oxy)ethoxy)imidazo[1,2-a]pyrazin-3-yl)phenyl)-1-methyl-1H-pyrazole-4-sulfonamide